OCC(C)(CO)CO 1,1,1-Tris(hydroxymethyl)ethane